(3-cyclopropylmethoxy-4-difluoromethoxyphenyl)-2-(trimethylsiloxy)pent-3-ynenitrile C1(CC1)COC=1C=C(C=CC1OC(F)F)C(C#N)(C#CC)O[Si](C)(C)C